FC(C(=O)N1C(CNCC1)=S)(F)F 1-trifluoroacetyl-2-piperazinethione